tert-butyl (tert-butoxycarbonyl)(3-((7-((4-(N-(4,6-dimethylpyrimidin-2-yl)sulfamoyl)phenyl)amino)-2,6-naphthyridin-1-yl)ethynyl)pyridin-2-yl)carbamate C(C)(C)(C)OC(=O)N(C(OC(C)(C)C)=O)C1=NC=CC=C1C#CC1=NC=CC2=CN=C(C=C12)NC1=CC=C(C=C1)S(NC1=NC(=CC(=N1)C)C)(=O)=O